3-chloro-2,6-difluorobenzylamine ClC=1C(=C(CN)C(=CC1)F)F